C(C)(=O)N=C1C(C=CC(C1)=O)=O N-acetyl-benzoquinoneimine